(+)-1-(1-Benzo[b]thien-2-ylethyl)-1-hydroxyurea S1C2=C(C=C1C(C)N(C(=O)N)O)C=CC=C2